5-({[4-(Aminomethyl)phenyl]methyl}(methyl)amino)-3-[1-(2,2-dimethylpropanoyl)-4-methyl-2-oxopyrrolidin-3-yl]-1-(3-hydroxy-2,2-dimethylpropanoyl)-1H-pyrazol-4-carbonitril NCC1=CC=C(C=C1)CN(C1=C(C(=NN1C(C(CO)(C)C)=O)C1C(N(CC1C)C(C(C)(C)C)=O)=O)C#N)C